N-methyl-4-hydroxy-3,5-dimethylbenzyl-triazine CN1NN=C(C=C1)CC1=CC(=C(C(=C1)C)O)C